2-((3-Fluoropyridin-2-yl)methyl)-8-(3-methylimidazo[1,2-a]pyridin-6-yl)-7-(2-methylmorpholino)-[1,2,4]triazolo[1,5-c]pyrimidin-5-amine FC=1C(=NC=CC1)CC1=NN2C(=NC(=C(C2=N1)C=1C=CC=2N(C1)C(=CN2)C)N2CC(OCC2)C)N